octadec-9,11,3-trienoic acid C(CC=CCCCCC=CC=CCCCCCC)(=O)O